5-methyl-1-[6-[5-[(6-methylpyridazin-3-yl)amino]benzimidazol-1-yl]-3-[rac-(2R,4R)-4-cyanooxolan-2-yl]pyridin-2-yl]pyrazole-3-carbonitrile CC1=CC(=NN1C1=NC(=CC=C1[C@@H]1OC[C@H](C1)C#N)N1C=NC2=C1C=CC(=C2)NC=2N=NC(=CC2)C)C#N |r|